Hexane-1,4-diol C(CCC(CC)O)O